N-(6-chloropyridin-3-yl)-6-((1-(2-methoxyethyl)piperidin-4-yl)oxy)isoquinolin-1-amine ClC1=CC=C(C=N1)NC1=NC=CC2=CC(=CC=C12)OC1CCN(CC1)CCOC